5-{6-[(3R,4S)-3-fluoro-4-(methylamino)pyrrolidin-1-yl]-1,8-naphthyridin-2-yl}-2,7-dimethylindazol-6-ol F[C@@H]1CN(C[C@@H]1NC)C=1C=C2C=CC(=NC2=NC1)C1=CC2=CN(N=C2C(=C1O)C)C